ClC=1C(=NC(=NC1)NC1=CN=C(S1)C1CCNCC1)N1N=CC(=C1)NS(=O)(=O)CCC N-(1-(5-chloro-2-((2-(piperidin-4-yl)thiazol-5-yl)amino)pyrimidin-4-yl)-1H-pyrazol-4-yl)propane-1-sulfonamide